dicarbonic acid dicarbonate C(=O)(O)OC(=O)O.C(=O)(O)OC(=O)O